N-(3'',5',5''-tri-tert-butyl-1,1':3',1''-terphenyl-4-yl)-N-(1,1'-biphenyl-2-yl)-9,9-dimethyl-9H-fluoren-2-amine C(C)(C)(C)C=1C=C(C=C(C1)C(C)(C)C)C=1C=C(C=C(C1)C(C)(C)C)C1=CC=C(C=C1)N(C1=CC=2C(C3=CC=CC=C3C2C=C1)(C)C)C1=C(C=CC=C1)C1=CC=CC=C1